3-(7-Ethyl-5-methoxy-1H-indol-1-yl)propionic acid ethyl ester C(C)OC(CCN1C=CC2=CC(=CC(=C12)CC)OC)=O